diisopropyl tartrate C(=O)(OC(C)C)C(O)C(O)C(=O)OC(C)C